tert-butyl 4-[4-[(2,6-dioxo-3-piperidyl)amino]-2-fluorosulfonyloxy-phenyl]piperidine-1-carboxylate O=C1NC(CCC1NC1=CC(=C(C=C1)C1CCN(CC1)C(=O)OC(C)(C)C)OS(=O)(=O)F)=O